N-[3-[tert-butyl(dimethyl)silyl]oxy-2-hydroxy-propyl]-4-methyl-benzenesulfonamide [Si](C)(C)(C(C)(C)C)OCC(CNS(=O)(=O)C1=CC=C(C=C1)C)O